FC(S(=O)(=O)OC=1CCN(CC1)C(N(C)C)=O)(F)F 1-(dimethylcarbamoyl)-1,2,3,6-tetrahydropyridin-4-yl trifluoromethanesulfonate